3-[4-[5-(trifluoromethyl)pyrazin-2-yl]oxyphenyl]azetidine-1-carboxylic acid tert-butyl ester C(C)(C)(C)OC(=O)N1CC(C1)C1=CC=C(C=C1)OC1=NC=C(N=C1)C(F)(F)F